1-(3-((3-benzyl-4-phenyl-2-oxo-2H-chromen-7-yl)oxy)-2-hydroxypropyl)piperidine-4-carboxamide C(C1=CC=CC=C1)C=1C(OC2=CC(=CC=C2C1C1=CC=CC=C1)OCC(CN1CCC(CC1)C(=O)N)O)=O